C(C)(C)(C)OC(=O)N1[C@H](CN(CC1)C(=O)OCC1=CC=CC=C1)C(C)OO[Si](C)(C)C(C)(C)C (2R)-2-{1-[(tert-Butyldimethylsilanyloxy)oxy]Ethyl}piperazine-1,4-dicarboxylic acid 4-benzyl ester 1-tertButyl ester